(R)-3,3-dimethyl-N'-(((S)-2-methyl-2,4,5,6-tetrahydro-1H-cyclobuta[f]inden-3-yl)carbamoyl)-2,3-dihydropyrazolo[5,1-b]oxazole-7-sulfonimidamide CC1(N2C(OC1)=C(C=N2)[S@@](=O)(N)=NC(NC2=C1C(=CC=3CCCC23)C[C@@H]1C)=O)C